phosphite monosodium salt [Na+].P([O-])(O)O